(S)-Ethyl 2-(3-hydroxypropyl)-5-oxopyrrolidine-2-carboxylate OCCC[C@@]1(NC(CC1)=O)C(=O)OCC